4-(4-(4-acryloylpiperazin-1-yl)-6-chloroquinazolin-7-yl)indolin-2-one C(C=C)(=O)N1CCN(CC1)C1=NC=NC2=CC(=C(C=C12)Cl)C1=C2CC(NC2=CC=C1)=O